C(CCCCCCCCCCCCCCC)[N+](=CCCCCCCCCCCCCCCCCC)[O-] N-hexadecyl-α-heptadecylnitrone